[6-(4-methylpiperazin-1-yl)-2-pyridyl]3-(o-tolyl)prop-2-ynoate CN1CCN(CC1)C1=CC=CC(=N1)OC(C#CC1=C(C=CC=C1)C)=O